FC1=C(C=CC=C1F)CN1C(C2CC2C1=O)=O 3-[(2,3-difluorophenyl)methyl]-3-azabicyclo[3.1.0]hexane-2,4-dione